C(#N)N[C@@H]1C[C@H](C1)C(=O)NC=1SC(=CN1)C1=CC=CC=C1 trans-3-(cyanoamino)-N-(5-phenyl-1,3-thiazol-2-yl)cyclobutane-1-carboxamide